N1(CCCCC1)C1CCN(CC1)C(=O)C=1C=NC2=CC=CC=C2C1 (4-piperidin-1-ylpiperidin-1-yl)(quinolin-3-yl)methanone